2,2'-azobis[N-(carboxyethyl)-2-methylpropionamidine] tetrahydrate O.O.O.O.N(=NC(C(=N)NCCC(=O)O)(C)C)C(C(=N)NCCC(=O)O)(C)C